2,2'-Azo-bis(2-methylbutyronitril) N(=NC(C#N)(CC)C)C(C#N)(CC)C